S1C=CC2=NC=CC(=C21)C(C)(C)O 2-thieno[3,2-b]pyridin-7-ylpropan-2-ol